C(C)OS(=O)(=O)[O-].C(C=C)(=O)O[N+](CC)(C)C acryloyloxydimethylethylammonium ethyl-sulfate